(2S,3S)-3-((2-oxabicyclo[2.2.2]octan-4-yl)methoxy)-1-((4-(trifluoromethyl)cyclohexyl)oxy)butan-2-amine C12OCC(CC1)(CC2)CO[C@H]([C@H](COC2CCC(CC2)C(F)(F)F)N)C